(R)-ethyl 2-((tert-butoxycarbonyl)amino)-5-oxohexanoate C(C)(C)(C)OC(=O)N[C@@H](C(=O)OCC)CCC(C)=O